1,3-bis(oleoyloxy)propan-2-yl[{(2S,6R)-6-(5-methyl-2,4-dioxo-3,4-dihydropyrimidin-1(2H)-yl)-4-tritylmorpholin-2-yl}methyl]succinate C(CCCCCCC\C=C/CCCCCCCC)(=O)OCC(COC(CCCCCCC\C=C/CCCCCCCC)=O)C(C(=O)[O-])(CC(=O)[O-])C[C@H]1CN(C[C@@H](O1)N1C(NC(C(=C1)C)=O)=O)C(C1=CC=CC=C1)(C1=CC=CC=C1)C1=CC=CC=C1